Br\C(\COC(C(C)C)=O)=C(/COC(CC)=O)\Br.IC=1C=C2C(C(N(C2=CC1)C)=O)(CSC(F)(F)F)C 5-iodo-1,3-dimethyl-3-(((trifluoromethyl)thio)methyl)indolin-2-one (2E)-2,3-dibromo-4-[(propionyl)oxy]but-2-en-1-yl-2-methylpropanoate